C(C)(C)(C)OC(=O)N1C[C@@H](N(CC1)C=1C=NC(=CC1)N)C (S)-4-(6-aminopyridin-3-yl)-3-methylpiperazine-1-carboxylic acid tert-butyl ester